(E)-7-(6-bromo-2-ethylpyridin-3-yl)-7-hydroxyhept-2-enoic acid methyl ester COC(\C=C\CCCC(O)C=1C(=NC(=CC1)Br)CC)=O